P(=O)([O-])([O-])[O-].[Sb+3] antimonous phosphate